COC1=C(C(=O)C2=C(C(=O)O)C=CC=N2)C=CC(=C1)C 2-(2-methoxy-4-methylbenzoyl)nicotinic acid